BrC=1C(=CN2C1[C@@H](OC=1C=3C2NC(NC3C=CC1SC)(F)F)F)Cl (S)-9-bromo-10-chloro-2,2,8-trifluoro-6-(methylthio)-2,3,12,12a-tetrahydro-1H-pyrrolo[2',1':3,4][1,4]oxazepino[5,6,7-de]quinazoline